bis(5-ethyl-5-hexenyl)bicyclo[2.2.2]oct-5-ene-2,3-dicarboxylic acid C(C)C(CCCCC1=C(C2C(C(C1CC2)C(=O)O)C(=O)O)CCCCC(=C)CC)=C